benzyl-N-(3-{[3-iodo-1-(oxan-2-yl)-1H-indazol-5-yl]oxy}propyl)carbamate C(C1=CC=CC=C1)OC(NCCCOC=1C=C2C(=NN(C2=CC1)C1OCCCC1)I)=O